(R)-1-(3-fluoro-2'-hydroxy-3'-(2-(3-methylpiperazin-1-yl)pyridin-4-yl)-[1,1'-biphenyl]-4-yl)pyrrolidin-2-one FC=1C=C(C=CC1N1C(CCC1)=O)C1=C(C(=CC=C1)C1=CC(=NC=C1)N1C[C@H](NCC1)C)O